(R)-1-(2-chlorophenyl)-4-(3-hydroxypyrrolidin-1-yl)-6-(trifluoromethyl)thieno[3,2-d]pyrimidin-2(1H)-one ClC1=C(C=CC=C1)N1C(N=C(C2=C1C=C(S2)C(F)(F)F)N2C[C@@H](CC2)O)=O